(4-methylbenzo[d]thiazol-2-yl) carbamate C(N)(OC=1SC2=C(N1)C(=CC=C2)C)=O